CC1(CCOCC1)C(N1C[C@@H]2[C@H](C1)CC(C2)NC=2N=NC(=CC2)C2=C(C(=CC(=C2)F)F)F)([2H])[2H] (3aR,5s,6aS)-2-((4-methyltetrahydro-2H-pyran-4-yl)methyl-d2)-N-(6-(2,3,5-trifluorophenyl)pyridazin-3-yl)octahydrocyclopenta[c]pyrrol-5-amine